FC1=C(N=CC2=C1N=C(N=C2OCC(F)(F)F)OCC21CCCN1CCC2)C2=CC=CC1=CC=CC(=C21)C#C[Si](C(C)C)(C(C)C)C(C)C 8-fluoro-2-((hexahydro-1H-pyrrolizin-7a-yl)methoxy)-4-(2,2,2-trifluoroethoxy)-7-(8-((triisopropylsilyl)ethynyl)naphthalen-1-yl)pyrido[4,3-d]pyrimidine